BrC=1C=CC(=C(C1)S(=O)(=O)NC1=CC(=CC(=C1)SCCN(CC)CC)Cl)O 5-bromo-N-(3-chloro-5-((2-(diethylamino)ethyl)thio)phenyl)-2-hydroxybenzenesulfonamide